4-chloro-7-methoxy-pyrido[4,3-d]pyrimidine ClC=1C2=C(N=CN1)C=C(N=C2)OC